N1(C=CC2=CC=CC=C12)[C@@H]1CC[C@H](CC1)N1N=CC(=C(C1=O)Cl)NC[C@H]1COCCC1 2-((trans)-4-(1H-indol-1-yl)cyclohexyl)-4-chloro-5-(((S)-tetrahydro-2H-pyran-3-yl)methylamino)pyridazin-3(2H)-one